C(C)(C)(C)OC(=O)N1CCC(CC1)C1CCNCC1 tert-Butyl-[4,4'-bipiperidin]-1-carboxylat